N-(5-((5H-spiro[furo[3,4-d]pyrimidin-7,3'-piperidin]-1'-yl)methyl)thiazol-2-yl)acetamide N1(CC2(CCC1)OCC1=C2N=CN=C1)CC1=CN=C(S1)NC(C)=O